C(C)N1C[C@@H](CCC1)NC1=NN=C(C=2N1C=CC2)C2=C(C=C(C=C2)OC)C(F)(F)F N-[(3R)-1-ethylpiperidin-3-yl]-1-[4-methoxy-2-(trifluoromethyl)phenyl]pyrrolo[1,2-d][1,2,4]triazin-4-amine